CC(C)(C1=NC=CC=N1)NC(=O)[C@H]1CN(CC[C@@H]1NC(=O)C1=NOC(=C1)C1=C(C=C(C=C1)F)F)CC (3S,4S)-4-{[5-(2,4-Difluoro-phenyl)-isoxazole-3-carbonyl]-amino}-1-ethyl-piperidine-3-carboxylic acid (1-methyl-1-pyrimidin-2-yl-ethyl)-amide